N1(CCC2=CC=CC=C12)NC(=O)[O-] indoline-1-carbamate